tert-Butyl 3-chloro-4-(trifluoromethoxy)benzyl(2-(5-(2-((1-(tetrahydro-2H-pyran-2-yl)-6-(4H-1,2,4-triazol-4-yl)-1H-indazol-4-yl)amino)ethyl)-4H-1,2,4-triazol-3-yl)ethyl)carbamate ClC=1C=C(CN(C(OC(C)(C)C)=O)CCC2=NN=C(N2)CCNC2=C3C=NN(C3=CC(=C2)N2C=NN=C2)C2OCCCC2)C=CC1OC(F)(F)F